(E)-N-((5-((4-(2-(3-(hydroxyamino)-3-oxoprop-1-en-1-yl)phenyl)piperazin-1-yl)sulfonyl)thiophen-2-yl)methyl)benzamide ONC(/C=C/C1=C(C=CC=C1)N1CCN(CC1)S(=O)(=O)C1=CC=C(S1)CNC(C1=CC=CC=C1)=O)=O